[Cl-].C(C(=C)C)(=O)OCC[N+](C)(C)C [2-(methacryloyloxy)ethyl]trimethyl-ammonium chloride